7-(4-((benzyloxy)carbonyl)piperazin-1-yl)-6-fluoro-4-oxo-1-(tetrahydrofuran-2-yl)-1,4-dihydroquinoline-3-carboxylic acid C(C1=CC=CC=C1)OC(=O)N1CCN(CC1)C1=C(C=C2C(C(=CN(C2=C1)C1OCCC1)C(=O)O)=O)F